(1s,4s)-4-(4-bromo-2-methyl-6-nitrobenzylamino)-N-(3-methoxy-4-methylphenyl)cyclohexanecarboxamide BrC1=CC(=C(CNC2CCC(CC2)C(=O)NC2=CC(=C(C=C2)C)OC)C(=C1)[N+](=O)[O-])C